N1C(=NC=2N=CNC2C1=O)/C(=C/C(=O)[O-])/C(=O)[O-] hypoxanthine-maleate